dicarboxyl-azulene C(=O)(O)C1=C(C2=CC=CC=CC2=C1)C(=O)O